COC(=O)C1=CC=C2C(=N1)N(C(=N2)CC2=CCC(CC2)C2=NC(=CC=C2)OCC2=CC=C(C=1C=C(OC12)F)Cl)C[C@H]1OCC1 (S)-2-((4-(6-((4-chloro-2-fluorobenzofuran-7-yl)methoxy)pyridin-2-yl)cyclohexenyl)methyl)-3-(oxetan-2-ylmethyl)-3H-imidazo[4,5-b]pyridine-5-carboxylic acid methyl ester